1-(4-(2-amino-6-chloro-8-fluoro-7-(2-fluoro-6-hydroxyphenyl)quinazolin-4-yl)piperazin-1-yl)prop-2-en-1-one NC1=NC2=C(C(=C(C=C2C(=N1)N1CCN(CC1)C(C=C)=O)Cl)C1=C(C=CC=C1O)F)F